(1-(2-(1-(4-Fluoro-2,3-Dimethylphenyl)piperidin-4-yl)ethyl)-1,4,5,6-tetrahydrocyclopenta[c]pyrazol-3-yl)(4-fluoro-4-(hydroxymethyl)piperidin-1-yl)methanon FC1=C(C(=C(C=C1)N1CCC(CC1)CCN1N=C(C2=C1CCC2)C(=O)N2CCC(CC2)(CO)F)C)C